ClC1=C(C=CC=C1)[C@H](CNC(C)(C)C)O |r| (1RS)-1-(2-chlorophenyl)-2-(1,1-dimethylethyl)aminoethanol